1-(2-acetylhydrazinecarbonyl)-N-(4-methyl-3-(pyrrolo[1,2-a]pyrimidin-3-yl)phenyl)-6-azabicyclo[3.1.1]heptane-6-carboxamide C(C)(=O)NNC(=O)C12CCCC(N1C(=O)NC1=CC(=C(C=C1)C)C=1C=NC=3N(C1)C=CC3)C2